IC1=CC=C(C=C1)[Mg]Br 4-iodophenylmagnesium bromide